N-(4-amino-1H-pyrazolo[4,3-c]pyridin-7-yl)-N'-ethyl-N'-[(1R)-1-[2-fluoro-4-(1,1,2,2,2-pentafluoroethyl)phenyl]ethyl]oxamide NC1=NC=C(C2=C1C=NN2)NC(=O)C(=O)N([C@H](C)C2=C(C=C(C=C2)C(C(F)(F)F)(F)F)F)CC